BrC1=CC2=C(CN(S2(=O)=O)C(C)(C)C)C=C1F 6-bromo-2-(tert-butyl)-5-fluoro-2,3-dihydrobenzo[d]isothiazole 1,1-dioxide